COC1=CC=C(C=C1)C1(CC1)C=O 1-(4-methoxyphenyl)cyclopropane-1-carbaldehyde